(E)-octadec-9-en-1-ylchlorocarbonate C(CCCCCCC\C=C\CCCCCCCC)OC(=O)Cl